Propan-2-ol dihydrochloride Cl.Cl.CC(C)O